ClC1=CC(=C(OCC(=O)NC23CC(C2)(C3)C3=NC(=NO3)COC3=CC=C(C=C3)Cl)C=C1)F 2-(4-chloro-2-fluorophenoxy)-N-(3-{3-[(4-chlorophenoxy)methyl]-1,2,4-oxadiazol-5-yl}bicyclo[1.1.1]pentan-1-yl)acetamide